C(=O)(OCC1C2=CC=CC=C2C2=CC=CC=C12)N[C@@H](CC1=CNC2=CC=CC=C12)C(=O)O Fmoc-L-tryptophan